N1CC[C@@H]2[C@@H]1CN(CC2)C2=NC1=C(N2CC2=NC=C(C#N)C=C2)C=CC=C1 6-((2-((3aS,7aR)-hexahydro-1H-pyrrolo[2,3-c]pyridin-6(2H)-yl)-1H-benzo[d]imidazol-1-yl)methyl)nicotinonitrile